5-bromo-3-[1-(5-methylpyridin-2-yl)ethoxy]pyridin-2-amine BrC=1C=C(C(=NC1)N)OC(C)C1=NC=C(C=C1)C